[Au+].P Phosphine Gold(I)